(adamantan-1-yl)-N-(4-phenylnaphthalene-1-yl)amine C12(CC3CC(CC(C1)C3)C2)NC2=CC=C(C3=CC=CC=C23)C2=CC=CC=C2